ClCC(CCCCCC(C(CCCC(C(CC)Cl)Cl)Cl)Cl)Cl 1,2,8,9,13,14-hexachlorohexadecane